5-Methylpyridine-3-ol hydrochloride Cl.CC=1C=C(C=NC1)O